N-{6-cyclopropyl-4-[4-fluoro-2-(4-methyl-4H-1,2,4-triazol-3-yl)phenyl]-2-pyridyl}-5-{[(S)-2-methoxypropylamino]methyl}-1-cyclopropyl-2-oxo-1,2-dihydronicotinamide C1(CC1)C1=CC(=CC(=N1)NC(C=1C(N(C=C(C1)CNC[C@H](C)OC)C1CC1)=O)=O)C1=C(C=C(C=C1)F)C1=NN=CN1C